CN(NC(C1=C(C=C(C=C1)/C(=C/C(C(F)(F)F)C1=CC(=C(C(=C1)Cl)Cl)Cl)/F)C(F)(F)F)=O)C=1SC=CN1 (Z)-N'-methyl-4-(1,4,4,4-tetrafluoro-3-(3,4,5-trichlorophenyl)but-1-en-1-yl)-N'-(thiazol-2-yl)-2-(trifluoromethyl)benzoyl-hydrazine